C1=NC(=CC2=CC=CC=C12)C(=O)N hydrogen isoquinoline-3-formamide